C1(C=CC=C1)C(=O)[Ni] cyclopentadienyl-carbonyl-nickel